FC(C)(F)C=1C=C(C=CC1)C1=CN=C(C(=N1)CN1C(OCCC1)=O)C 3-[[6-[3-(1,1-Difluoroethyl)phenyl]-3-methyl-pyrazin-2-yl]methyl]-1,3-oxazinan-2-one